CN1N=CC=C1C1=CC(=CC=C1)[N+](=O)[O-] Methyl-5-(3-nitrophenyl)-1H-pyrazole